tert-butyl 4-(2-chloro-5-fluoroquinolin-6-yl)-3,6-dihydro-2H-pyridine-1-carboxylate ClC1=NC2=CC=C(C(=C2C=C1)F)C=1CCN(CC1)C(=O)OC(C)(C)C